ClC1=CC=C2C(=N1)N(C=C2F)C 6-chloro-3-fluoro-1-methyl-1H-pyrrolo[2,3-b]Pyridine